5-Methoxy-3-methylbenzo[d]thiazol-2(3H)-one COC=1C=CC2=C(N(C(S2)=O)C)C1